NC=1N=C(C2=C(N1)C=CN(C2=O)CC2=CC=C(C=C2)C(=O)N2CCNCC2)NC(CCC)CCC 2-amino-4-(heptan-4-ylamino)-6-(4-(piperazine-1-carbonyl)benzyl)pyrido[4,3-d]pyrimidin-5(6H)-one